NC1=C2C(=NC=N1)N(N=C2C2=CC=C(C=C2)OC2=CC=CC=C2)[C@H]2CN(CCC2)C2CCN(CC2)C(=O)N2CCN(CC2)C=2C=C1C(N(C(C1=CC2)=O)C2C(NC(CC2)=O)=O)=O 5-(4-((R)-3-(4-amino-3-(4-phenoxyphenyl)-1H-pyrazolo[3,4-d]pyrimidin-1-yl)-[1,4'-bipiperidine]-1'-carbonyl)piperazin-1-yl)-2-(2,6-dioxopiperidin-3-yl)isoindoline-1,3-dione